p-hydroxyphenylpropanol manganese(V) [Mn+5].OC1=CC=C(C=C1)C(CC)O